OC[C@@H](C(=O)SCCNC(CCNC([C@@H](C(COP(OP(OC[C@@H]1[C@H]([C@H]([C@@H](O1)N1C=NC=2C(N)=NC=NC12)O)OP(=O)(O)O)(=O)O)(=O)O)(C)C)O)=O)=O)C (S)-3-hydroxy-isobutyryl-coa